IC1=NN(C2=NC(=CN=C21)N2CCC1(CCN(C1)C=1C=NC(=CC1)C(F)(F)F)CC2)C2OCCCC2 8-(3-iodo-1-(tetrahydro-2H-pyran-2-yl)-1H-pyrazolo[3,4-b]pyrazin-6-yl)-2-(6-(trifluoromethyl)pyridin-3-yl)-2,8-diazaspiro[4.5]decane